(S)-quinuclidin-3-yl((R)-6-(4-methoxy-3,5-dimethylphenyl)-2,2-dimethyl-1,2,3,4-tetrahydronaphthalen-1-yl)carbamate N12C[C@H](C(CC1)CC2)OC(N[C@@H]2C(CCC1=CC(=CC=C21)C2=CC(=C(C(=C2)C)OC)C)(C)C)=O